CC1NCCN(C1)C(C)C 2-methyl-4-(propan-2-yl)piperazine